N-benzylpyridine-2,3-diamine C(C1=CC=CC=C1)NC1=NC=CC=C1N